[BH4-].[Na+] Natrium borohydrid